keto-L-gulonic acid O=C([C@@H](O)[C@@H](O)[C@H](O)[C@@H](O)CO)O